Cl.C1NCC12CC(C2)O 2-azaspiro[3.3]heptane-6-ol hydrochloride